2-morpholinonicotinic hydrazide O1CCN(CC1)C1=C(C(=O)NN)C=CC=N1